tert-butyl (1R,3R)-3-((tertbutyldimethylsilyl)oxy)-1-((R)-1,1-dimethylethylsulfinamido)-8-azaspiro[4.5]decane-8-carboxylate C(C)(C)(C)[Si](O[C@H]1C[C@H](C2(C1)CCN(CC2)C(=O)OC(C)(C)C)N[S@](=O)C(C)(C)C)(C)C